(6-(1H-indol-5-yl)pyridin-2-yl)(pyrrolidin-1-yl)methanone N1C=CC2=CC(=CC=C12)C1=CC=CC(=N1)C(=O)N1CCCC1